trans-2-[3-(8-cyano-quinolin-5-yl)-5-methyl-piperidin-1-yl]-N-[2-(4-methyl-piperazin-1-yl)-ethyl]-acetamide C(#N)C=1C=CC(=C2C=CC=NC12)[C@@H]1CN(C[C@H](C1)C)CC(=O)NCCN1CCN(CC1)C